1-(1H-Benzo[d]imidazol-5-yl)-5-(3-(pyrrolidin-1-yl)phenyl)imidazolidin-2-on N1C=NC2=C1C=CC(=C2)N2C(NCC2C2=CC(=CC=C2)N2CCCC2)=O